p-menth-8-enol C1(CC(C(CC1)C(=C)C)O)C